C1=CC(=CC(=C1)O)C(CO)C(=O)O The molecule is a hydroxy monocarboxylic acid that is propionic acid substituted by a hydroxy group at position 3 and a 3-hydroxyphenyl group at position 2. It is a metabolite of flavonoids and has been identified as one of the major phenolic acids in human urine. It has a role as a human xenobiotic metabolite. It is a hydroxy monocarboxylic acid and a member of phenols. It derives from a propionic acid.